CC1(OB(OC1(C)C)C1=CC2=C(N=C(S2)N)C=C1)C 6-(4,4,5,5-tetramethyl-1,3,2-dioxaborolan-2-yl)benzo[d]thiazol-2-amine